C(C)(C)(C)OC(=O)N1CCN(CC1)CC1=CC(=NO1)C1=C(C=CC(=C1)CC=C)OC(F)(F)F 4-((3-(5-allyl-2-(trifluoromethoxy)phenyl)isoOxazol-5-yl)methyl)piperazine-1-carboxylic acid tert-butyl ester